((4-chlorophenyl)amino)tetrahydro-2H-pyran-4-carboxylic acid ClC1=CC=C(C=C1)NC1OCCC(C1)C(=O)O